O=S1(N(CCC1)C=1C=CC2=C(N=C(S2)N2CCC(CC2)N2C3=C(N(C(C2=O)=O)C)C=C(C=N3)F)C1)=O 4-(1-(5-(1,1-dioxidoisothiazolidin-2-yl)benzo[d]thiazol-2-yl)piperidin-4-yl)-7-fluoro-1-methyl-1,4-dihydropyrido[2,3-b]pyrazine-2,3-dione